2-hydroxy-6-methoxy-4-(methoxymethyloxy)-3-(3-methyl-but-2-enyl)-phenyl-prop-2-en-1-one OC1=C(C(=CC(=C1CC=C(C)C)OCOC)OC)C(C=C)=O